ClC=1N=C(C(=NC1)N1CCC2(CC1)CC1=CC=CC=C1C2)C (S)-1'-(5-chloro-3-methylpyrazin-2-yl)-1,3-dihydrospiro[indene-2,4'-piperidine]